7-amino-8-(2-chloro-3-methoxyphenyl)-4-methyl-8H-pyrrolo[3,2-e][1,2,4]triazolo[1,5-a]pyridine-6-carboxamide NC1=C(C=2C=C(C=3N(C2N1C1=C(C(=CC=C1)OC)Cl)N=CN3)C)C(=O)N